C(#N)C(=C[C@H]1C([C@@H]1C(=O)OCC1=C(C(=CC(=C1C)F)F)C)(C)C)C 3,5-difluoro-2,6-dimethylbenzyl (1R)-trans-3-(2-cyano-1-propenyl)-2,2-dimethylcyclopropanecarboxylate